CC(C)(C1=CC=C(C=C1)O)C1=CC=C(C=C1)O 4,4'-(propane-2,2-diyl)bisphenol